(E)-4-(2-((4-(benzyloxy)-1H-indol-3-yl)methylene)hydrazineyl)-7-bromoquinoline C(C1=CC=CC=C1)OC1=C2C(=CNC2=CC=C1)\C=N\NC1=CC=NC2=CC(=CC=C12)Br